C(=C\CCCC)/C1C=CCCC1 3-[(E)-1-hexenyl]-1-cyclohexene